C(C)(C)(C)C1=C(C(=CC=C1)C(C)(C)C)OP(OC1=C(C=CC=C1C(C)(C)C)C(C)(C)C)OC1=C(C=CC=C1C(C)(C)C)C(C)(C)C tris(2,6-di-tert-butylphenyl)phosphite